(1r,4r)-4-(2-(cyclopentylamino)-8-(2,4-dichloro-6-fluorophenylamino)-9H-purin-9-yl)-1-methylcyclohexanecarboxamide C1(CCCC1)NC1=NC=C2N=C(N(C2=N1)C1CCC(CC1)(C(=O)N)C)NC1=C(C=C(C=C1F)Cl)Cl